Cl.FC1=C(C(=CC(=C1)S(N[C@H](C)C1CCNCC1)(=O)=O)C)NC(C1=C(C=CC=C1)C)=O (R)-N-(2-fluoro-6-methyl-4-(N-(1-(piperidin-4-yl)ethyl)sulfamoyl)phenyl)-2-methylbenzamide hydrochloride